6-(2-chloro-5-fluorophenyl)-N-((2-((tetrahydro-2H-pyran-4-yl)methyl)-1,2,3,4-tetrahydroisoquinolin-5-yl)methyl)pyridazin-3-amine ClC1=C(C=C(C=C1)F)C1=CC=C(N=N1)NCC1=C2CCN(CC2=CC=C1)CC1CCOCC1